7-bromo-5-hydroxybenzofuran-3(2H)-one BrC1=CC(=CC=2C(COC21)=O)O